Ethyl 2-methyl-4-oxo-6-pentylcyclohex-2-ene-1-carboxylate CC=1C(C(CC(C1)=O)CCCCC)C(=O)OCC